CN1N=NC=2N(C1=O)C=NC2C(=O)OCCCCCCCCCCCC dodecyl 3-methyl-4-oxo-3,4-dihydroimidazo[5,1-d][1,2,3,5]tetrazine-8-carboxylate